4-[benzyl-(dodecyl)amino]butanoic acid hydrochloride Cl.C(C1=CC=CC=C1)N(CCCC(=O)O)CCCCCCCCCCCC